9-phenyl-N-(p-tolyl)-9H-carbazol-4-amine C1(=CC=CC=C1)N1C2=CC=CC=C2C=2C(=CC=CC12)NC1=CC=C(C=C1)C